IC=1N(N=C2C=CC(=CC12)C(C#N)(C)C)C=1C=C2C(=CN1)N(N=C2)CC(C(F)(F)F)(F)F 2-[3-iodo-2-[1-(2,2,3,3,3-pentafluoropropyl)pyrazolo[3,4-c]pyridin-5-yl]indazol-5-yl]-2-methyl-propanenitrile